CC(C)CC(CC(C=C)=C)=O 2-Methyl-6-methylene-7-octen-4-one